tetra-hexadecylthiuram disulfide C(CCCCCCCCCCCCCCC)N(C(SSC(N(CCCCCCCCCCCCCCCC)CCCCCCCCCCCCCCCC)=S)=S)CCCCCCCCCCCCCCCC